CC([C@@H](C(=O)O)NC(C(F)(F)F)=O)(C)C (S)-3,3-dimethyl-2-(2,2,2-trifluoroacetylamino)butanoic acid